4-(4-methyl-benzoimidazol-2-yl)-1,2,5-oxadiazol-3-amine CC1=CC=CC=2N=C(NC21)C=2C(=NON2)N